(S)-5-(6-(cyclohexylamino)-4-(trifluoromethyl)pyridin-3-yl)-N-(2-hydroxy-2-methylpropyl)-4-(2-methylpiperidine-1-carbonyl)thiazole-2-carboxamide butyl-2-bromoacetate C(CCC)OC(CBr)=O.C1(CCCCC1)NC1=CC(=C(C=N1)C1=C(N=C(S1)C(=O)NCC(C)(C)O)C(=O)N1[C@H](CCCC1)C)C(F)(F)F